hexadecylsulfonate, tetraoctylammonium salt C(CCCCCCC)[N+](CCCCCCCC)(CCCCCCCC)CCCCCCCC.C(CCCCCCCCCCCCCCC)S(=O)(=O)[O-]